ClC1=CC=C(N=N1)N[C@@H]1CC[C@H]2CN(C[C@H]21)C(=O)OC(C)(C)C 2-Methyl-2-propanyl (3aS,4R,6aR)-4-[(6-chloro-3-pyridazinyl)amino]hexahydrocyclopenta[c]pyrrole-2(1H)-carboxylate